FC=1C=CC=2N(C1)C=C(N2)C2=CC=CC=C2 6-fluoro-2-phenylimidazo[1,2-a]pyridine